OCCC(=O)OCCC(OCCCCCCCCCCCCCC)OCCCCCCCCCCCCCC bis(tetradecyloxy)propyl 3-hydroxypropanoate